BrC1=CC(=C(C(=C1)F)CC(=O)O)C#N 2-(4-bromo-2-cyano-6-fluorophenyl)acetic acid